S(O)(O)=O.NC1=CC=C(C(=O)O)C=C1 p-aminobenzoic acid bisulphite